N[C@H]1C[C@@H](OC[C@H]1C)C(=O)N1[C@H](C2=CC=CC=C2CC1)C1=CC=C(C=C1)F ((2R,4S,5S)-4-amino-5-methyltetrahydro-2H-pyran-2-yl)((S)-1-(4-fluorophenyl)-3,4-dihydroisoquinolin-2(1H)-yl)methanone